methyl 3-(1-(4-bromo-2-methylphenyl)ureido)propanoate BrC1=CC(=C(C=C1)N(C(=O)N)CCC(=O)OC)C